(1aR,5aR)-2-(2,4-Difluoro-phenyl)-1a,2,5,5a-tetrahydro-1H-2,3-diaza-cyclopropa[a]pentalene-4-carboxylic acid [1-(3,3,3-trifluoro-propyl)-azetidin-3-ylmethyl]-amide FC(CCN1CC(C1)CNC(=O)C=1C=2C[C@@H]3[C@H](C2N(N1)C1=C(C=C(C=C1)F)F)C3)(F)F